6-fluoro-benzimidazole-1-carboxylate FC=1C=CC2=C(N(C=N2)C(=O)[O-])C1